diphenylurea dipropionate C(CC)(=O)O.C(CC)(=O)O.C1(=CC=CC=C1)NC(NC1=CC=CC=C1)=O